N1(CCC1)C=1C=C(C=CC1F)C1=CC(=C(C=C1)OC)NC1=NC=NC2=CC(=C(C=C12)OC1CCN(CC1)C(C=C)=O)OC 1-(4-((4-((3'-(azetidin-1-yl)-4'-fluoro-4-methoxy-[1,1'-biphenyl]-3-yl)amino)-7-Methoxyquinazolin-6-yl)oxy)piperidin-1-yl)prop-2-en-1-one